BrC=1C=C(C=CC1)C1=NN=CN1 3-(3-bromophenyl)-4H-1,2,4-triazole